β-Keto-N,N-diethylamphetamine O=CCN(C(C)CC1=CC=CC=C1)CC